CC1=C(C=C(C(=C1)C)C)C 1,2,4,5-Tetramethyl-Benzene